ClC1=CC=C(C=C1)CN1C(=NC=2N(CCN(C(C21)=O)CCCOC2OCCN2)C)OC2=CC(=CC=C2)OC(F)(F)F 1-[(4-Chlorophenyl)methyl]-4-methyl-7-[3-(oxazolidin-2-yloxy)propyl]-2-[3-(trifluoromethoxy)phenoxy]-1H,4H,5H,6H,7H,8H-imidazo[4,5-e][1,4]diazepin-8-one